3-(cyclohex-1-en-1-yl)-6-(4-hydroxyphenyl)-5-methyl-2-phenylpyrazolo[1,5-a]pyrimidin-7(4H)-one C1(=CCCCC1)C=1C(=NN2C1NC(=C(C2=O)C2=CC=C(C=C2)O)C)C2=CC=CC=C2